tert-butyl 3-(4-chloro-3-cyclopropyl-phenyl)-1-ethyl-2,4-dioxo-1,3,8-triazaspiro[4.5]decane-8-carboxylate ClC1=C(C=C(C=C1)N1C(N(C2(C1=O)CCN(CC2)C(=O)OC(C)(C)C)CC)=O)C2CC2